C(N)(=O)C1=CC=C(S1)C1N(CC(CC1)C)C(C(=O)NC=1C=NC=C(C(=O)N)C1)=O 5-(2-(2-(5-carbamoylthiophen-2-yl)-5-methylpiperidin-1-yl)-2-oxoacetamido)nicotinamide